NC1=C(N=C2C(=N1)NC=C2)C(=O)NCC2=[N+](C1=C(N2CC)C=C(C=C1)C(=O)N1C[C@H](CC1)N(C[C@@H]([C@H]([C@@H]([C@@H](CO)O)O)O)O)C[C@@H]([C@H]([C@@H]([C@@H](CO)O)O)O)O)CC 2-[({3-amino-5H-pyrrolo[2,3-b]pyrazin-2-yl}formamido)methyl]-6-[(3S)-3-{bis[(2S,3R,4R,5R)-2,3,4,5,6-pentahydroxyhexyl]amino}pyrrolidine-1-carbonyl]-1,3-diethyl-1H-1,3-benzodiazol-3-ium